4-(4,6-Dichloronicotinamido)benzoic acid ClC1=CC(=NC=C1C(=O)NC1=CC=C(C(=O)O)C=C1)Cl